O=C(CO[C@@H](C(=O)OCCCC)C)C butyl (R)-2-(2-oxopropoxy)propanoate